NCC1CCN(CC1)C(=O)C1=C(C=C(C=C1)NC=1C=2N(C=CN1)C(=CN2)C2=C(C(=C(OCC#N)C=C2)F)F)Cl 2-(4-(8-((4-(4-(aminomethyl)piperidine-1-carbonyl)-3-chlorophenyl)amino)imidazo[1,2-a]pyrazin-3-yl)-2,3-difluorophenoxy)acetonitrile